OCC(C(=O)N1C(CCC1)C(=O)O)C 3-hydroxy-2-methylpropanoyl-pyrrolidine-2-carboxylic acid